NC(CNCCC[Si](OC(C)(CC)N)(OCC)OCC)C N-2-aminopropyl-amino-ethyl-3-aminopropyl-triethoxysilane